FC(CO)COC1=NN(C(=C1[N+](=O)[O-])C)C=1C(=NC=C(C1)C)OC 2-fluoro-3-((1-(2-methoxy-5-methylpyridin-3-yl)-5-methyl-4-nitro-1H-pyrazol-3-yl)oxy)propan-1-ol